iso-octyl p-dimethylaminobenzoate CN(C1=CC=C(C(=O)OCCCCCC(C)C)C=C1)C